COC1=CC=C(COC2=CC=C(C=C2)C(C(=O)O)C(=O)O)C=C1 4-(4-methoxybenzyloxy)phenylmalonic acid